N-(hydroxyethyl)-N-methylaminopropyl-trimethoxysilane tert-butyl-3-(8-(4-(trifluoromethyl)phenyl)imidazo[1,2-a]pyrazin-6-yl)azetidine-1-carboxylate C(C)(C)(C)OC(=O)N1CC(C1)C=1N=C(C=2N(C1)C=CN2)C2=CC=C(C=C2)C(F)(F)F.OCCN(C)CCC[Si](OC)(OC)OC